N-(2-cyano-3-methylphenyl)-N-methylmethacrylamide C(#N)C1=C(C=CC=C1C)N(C(C(=C)C)=O)C